NC1=NC=CC=C1C1=NC=2C(=NC(=CC2)C2=CC=CC=C2)N1C1=CC=C(C=C1)NC(=O)C1CC(CC1)C(=O)OC methyl 3-((4-(2-(2-aminopyridin-3-yl)-5-phenyl-3H-imidazo[4,5-b]pyridin-3-yl)phenyl)carbamoyl)cyclopentane-1-carboxylate